CC(CC(=O)NC(C(=O)O)CCN(CCCCC1=NC=2NCCCC2C=C1)CC1OCCC1)(C)C 2-(3,3-dimethylbutanoylamino)-4-[[tetrahydrofuran-2-yl]methyl-[4-(5,6,7,8-tetrahydro-1,8-naphthyridin-2-yl)butyl]amino]butanoic acid